(S)-3-(2-chlorophenyl)-1-(4-fluorophenyl)-N-(3-methyl-1,1-dioxidotetrahydrothiophen-3-yl)-1H-pyrrolo[3,2-c]pyridine-6-carboxamide ClC1=C(C=CC=C1)C1=CN(C2=C1C=NC(=C2)C(=O)N[C@@]2(CS(CC2)(=O)=O)C)C2=CC=C(C=C2)F